2-chloro-5-(ethylthio)pyridine ClC1=NC=C(C=C1)SCC